(e)-2-(4-(2-(3-((3,7-dimethylocta-2,6-dien-1-yl)oxy)-5-pentadecylphenoxy)ethyl)piperazin-1-yl)ethan-1-ol C\C(=C/COC=1C=C(OCCN2CCN(CC2)CCO)C=C(C1)CCCCCCCCCCCCCCC)\CCC=C(C)C